Cl.N[C@H]1[C@@H](COC1)O (3S,4R)-4-aminotetrahydrofuran-3-ol hydrochloride